S-(3-bromo-2-fluorophenyl) ethanethioate C(C)(SC1=C(C(=CC=C1)Br)F)=O